FC1(CCN(CC1)C=1C=2N(C=C(N1)NC(OC(C)(C)C)=O)C=CN2)F (8-(4,4-difluoropiperidin-1-yl)imidazo[1,2-a]pyrazin-6-yl)carbamic acid, Tert-butyl ester